5-(4-((3-ethyl-2-oxo-2,3-dihydro-1H-pyrimido[4,5,6-de]quinazolin-8-yl)methyl)piperazin-1-yl)-6-methylpicolinamide C(C)N1C(NC2=CC(=CC=3C2=C1N=CN3)CN3CCN(CC3)C=3C=CC(=NC3C)C(=O)N)=O